BrC1=CN=C(N1COCC1=CC=C(C=C1)OC)CCC 5-bromo-1-{[(4-methoxyphenyl)methoxy]methyl}-2-propyl-1H-imidazole